BrC=1C(=C(C=CC1)N1N=C(N=C1)C)F 1-(3-bromo-2-fluorophenyl)-3-methyl-1H-1,2,4-triazol